ClC1=CC=C(C=C1)C=1N(C2=CC=CC=C2C1C)S(=O)(=O)C1=CC=C(C)C=C1 2-(4-Chlorophenyl)-3-methyl-1-tosyl-1H-indole